BrC1=C(N)C(=CC=C1)OC1CCCCC1 2-bromo-6-(cyclohexyloxy)aniline